BrC1=CC=C2N1C=CNC2=O 6-Bromopyrrolo[1,2-a]pyrazin-1(2H)-one